phosphonobutanetricarboxylic acid sodium salt [Na+].P(=O)(O)(O)C(C(C(=O)[O-])(C(=O)[O-])C(=O)[O-])CC.[Na+].[Na+]